C(CCC)[SiH](CCCC)[Hf](C1C=CC=C1)C1=CC=CC=2C3=CC=CC=C3CC12 dibutylsilyl-(fluorenyl)(cyclopentadienyl)hafnium